OC1=NC=2CC(CCC2C(=C1C#N)C1=C2C=NN(C2=CC=C1C)C1OCCCC1)(C)C 2-hydroxy-7,7-dimethyl-4-(5-methyl-1-(tetrahydro-2H-pyran-2-yl)-1H-indazol-4-yl)-5,6,7,8-tetrahydroquinoline-3-carbonitrile